BrC1=CC=C(S1)[C@H]1[C@@H](C1)C(=O)OCC (Trans)-ethyl 2-(5-bromothiophen-2-yl)cyclopropanecarboxylate